(S)-3-{5-[(2-amino-2,4-dimethylpentyl)oxy]-6-(difluoromethyl)pyridin-2-yl}-5-(difluoromethyl)-1H-pyrrolo[2,3-b]pyridine-1-carboxylic acid tert-butyl ester C(C)(C)(C)OC(=O)N1C=C(C=2C1=NC=C(C2)C(F)F)C2=NC(=C(C=C2)OC[C@@](CC(C)C)(C)N)C(F)F